calcium-lithium urea NC(=O)N.[Li].[Ca]